2-[2-(trifluoromethoxy)ethoxy]acetamide tert-butyl-5-oxo-2,6-diazaspiro[3.4]octane-2-carboxylate C(C)(C)(C)OC(=O)N1CC2(C1)C(NCC2)=O.FC(OCCOCC(=O)N)(F)F